tert-butyl (2S,4R)-4-hydroxy-2-[4-[(4-nitrophenyl)sulfonimidoyl]piperidine-1-carbonyl]pyrrolidine-1-carboxylate O[C@@H]1C[C@H](N(C1)C(=O)OC(C)(C)C)C(=O)N1CCC(CC1)S(=O)(=N)C1=CC=C(C=C1)[N+](=O)[O-]